3-(4-hydroxy-7-((2-methoxyethoxy)methoxy)-2',3',5',6'-tetrahydrospiro[chroman-2,4'-pyran]-6-yl)-7-((2-methoxyethoxy)methoxy)chroman-4-one OC1CC2(CCOCC2)OC2=CC(=C(C=C12)C1COC2=CC(=CC=C2C1=O)OCOCCOC)OCOCCOC